C(CCCC)OC(CCCCC(=O)OCCCCCC(CCCCCOC(CCCCC(OCCCCC)OCCCCC)=O)N(S(=O)CCCCCCCC)CC1CCN(CC1)C)OCCCCC 6-(((1-methylpiperidin-4-yl)methyl)(octylsulfinyl)amino)undecane-1,11-diyl bis(6,6-bis(pentyloxy)hexanoate)